1,10-di(dodecyl)triethylenetetramine C(CCCCCCCCCCC)NCCNCCNCCNCCCCCCCCCCCC